Butyl (2-(2-(prop-2-yn-1-yloxy)ethoxy)ethyl)carbamate C(C#C)OCCOCCNC(OCCCC)=O